Tert-butyl (2-(4-nitrobenzamido)-4-(thiophen-2-yl)phenyl)carbamate [N+](=O)([O-])C1=CC=C(C(=O)NC2=C(C=CC(=C2)C=2SC=CC2)NC(OC(C)(C)C)=O)C=C1